(+-)-2-methyl-3-[4-(2-methyl-2-propyl)phenyl]Propionaldehyde C[C@@H](C=O)CC1=CC=C(C=C1)C(C)(C)C |r|